The molecule is a lysophosphatidylcholine 22:6 in which the acyl group is specified as (4Z,7Z,10Z,13Z,16Z,19Z)-docosahexaenoyl and is located at position 2. It derives from an all-cis-docosa-4,7,10,13,16,19-hexaenoic acid. CC/C=C\\C/C=C\\C/C=C\\C/C=C\\C/C=C\\C/C=C\\CCC(=O)O[C@H](CO)COP(=O)([O-])OCC[N+](C)(C)C